CN1N=C2C(C(=NN=C2)O)=C1 2-methylpyrazolo[4,3-d][1,2]diazin-4-ol